FC(C1CCN(CC1)C=1C=CC(=NC1)C1(CCC2(OCCO2)CC1)O)(F)F 8-{5-[4-(trifluoromethyl)piperidin-1-yl]pyridin-2-yl}-1,4-dioxaspiro[4.5]decan-8-ol